(4-bromo-1-isopropyl-pyrazol-3-yl)methanol BrC=1C(=NN(C1)C(C)C)CO